(2R)-N-[(1S)-1-[5-chloro-2-(4-methylpiperazin-1-yl)pyridin-4-yl]-2-hydroxyethyl]-2-(6-{5-chloro-2-[(oxan-4-yl)amino]pyrimidin-4-yl}-1-oxo-2,3-dihydro-1H-isoindol-2-yl)propanamide ClC=1C(=CC(=NC1)N1CCN(CC1)C)[C@@H](CO)NC([C@@H](C)N1C(C2=CC(=CC=C2C1)C1=NC(=NC=C1Cl)NC1CCOCC1)=O)=O